ClC1=CC(=C(OCC2=CC=C3CCN(CC3=C2)CC2=NC3=C(N2C[C@H]2OCC2)C=C(C=C3)C(=O)O)C=C1)F (S)-2-((7-((4-chloro-2-fluorophenoxy)methyl)-3,4-dihydroisoquinolin-2(1H)-yl)methyl)-1-((oxetan-2-yl)methyl)-1H-benzo[d]imidazole-6-carboxylic acid